1,4-bis(4-aminophenoxy)-2,5-bis(trifluoromethyl)benzene NC1=CC=C(OC2=C(C=C(C(=C2)C(F)(F)F)OC2=CC=C(C=C2)N)C(F)(F)F)C=C1